C(C)N(C1=CC=C(C=C1)C1=CC2=C(S1)C(C=1SC(=CC1P2(C2=CC=CC=C2)=O)C2=CC=C(C=C2)N(CC)CC)(O)C2=C(C=CC=C2OC)OC)CC 2,6-bis{4-[diethylamino]phenyl}-8-{2,6-dimethoxyphenyl}-8-hydroxy-4-phenyl-8H-phosphinino{3,2-b:5,6-b'}dithiophene P-oxide